N[C@H](C=1C=2N(C=CC1)C(=C(N2)C#CCNC2=C(C=C(C=C2)S(=O)(=O)C)OC)CC(F)(F)F)[C@H]2[C@@H](CN(CC2)C)F N-(3-(8-((S)-amino((3S,4S)-3-fluoro-1-methylpiperidin-4-yl)methyl)-3-(2,2,2-trifluoroethyl)imidazo[1,2-a]pyridin-2-yl)prop-2-yn-1-yl)-2-methoxy-4-(methylsulfonyl)aniline